4-naphthoquinone-2-sulfonic acid C1(C(=CC(C2=CC=CC=C12)=O)S(=O)(=O)O)=O